5-{[(3R)-1-[(7-cyclopropyl-6-oxo-5H-1,5-naphthyridin-3-yl)methyl]pyrrolidin-3-yl]oxy}-N-methylpyridine-2-carboxamide C1(CC1)C=1C(NC=2C=C(C=NC2C1)CN1C[C@@H](CC1)OC=1C=CC(=NC1)C(=O)NC)=O